FC1=CC(=C2CN(C(C2=C1)=O)C1C(NC(CC1)=O)=O)C1CCN(CC1)CCCCCCCCCC1=CC(=CC=C1)C1=NC=2N(C(=C1)N1CCN(CC1)CCO)N=C(C2C2=CC=CC=C2)C 3-(6-fluoro-4-(1-(9-(3-(7-(4-(2-hydroxyethyl)piperazin-1-yl)-2-methyl-3-phenyl-pyrazolo[1,5-a]pyrimidin-5-yl)phenyl)nonyl)piperidin-4-yl)-1-oxoisoindolin-2-yl)piperidine-2,6-dione